allyl-thiourethane C(C=C)NC(=S)OCC